N-{4-chloro-3-[4-(6-methoxypyridin-2-yl)-6-oxo-1,6-dihydropyrimidin-2-yl]benzyl}isobutyramide ClC1=C(C=C(CNC(C(C)C)=O)C=C1)C=1NC(C=C(N1)C1=NC(=CC=C1)OC)=O